[N+](=[N-])=C1C(NC2=CC=CC=C12)=O diazoindolone